2-(tert-butoxycarbonylamino)-1-ethanol C(C)(C)(C)OC(=O)NCCO